C(=O)O.C1(=CC=CC=C1)C1=CC=CC=C1 biphenyl format